dimethyl bromomalonate BrC(C(=O)OC)C(=O)OC